OC(CCC[C@@H](C)[C@H]1CC[C@H]2[C@@H]3CC[C@H]4CCCC[C@]4(C)[C@H]3CC[C@]12C)C1=C(C=CC=C1)OC 24-[hydroxy(2-methoxyphenyl)methyl]-5alpha-cholan